FC1=C(COC2=CC=C(CN3C=NC=C3)C=C2)C=CC(=C1)C(F)(F)F 1-(4-((2-Fluoro-4-(trifluoromethyl)benzyl)oxy)benzyl)-1H-imidazole